FC1=C(C=CC(=C1)C(C(C)C1=CC(=C(C=C1)O)F)CC)[O-].FC=1C=C(C(=O)NCC2CCC(CC2)N2N=C3C=C(C=CC3=C2)C2=CC=NC=C2)C=C(C1O)F 3,5-difluoro-4-hydroxy-N-({(1r,4r)-4-[6-(pyridin-4-yl)-2H-indazol-2-yl]cyclohexyl}methyl)benzamide 2-fluoro-4-[2-(3-fluoro-4-hydroxyphenyl)pent-3-yl]phenolate